2-phenoxyphenyl-lithium O(C1=CC=CC=C1)C1=C(C=CC=C1)[Li]